N-(3-(N-(4-bromophenyl)sulfamoyl)phenyl)cyclohexanecarboxamide BrC1=CC=C(C=C1)NS(=O)(=O)C=1C=C(C=CC1)NC(=O)C1CCCCC1